BrC1=NC(=C(C(=N1)NCCCO)Cl)NC 3-((2-bromo-5-chloro-6-(methylamino)pyrimidin-4-yl)amino)propan-1-ol